methylene(2,7-di-tert-butylfluorenyl)(fluorenyl)hafnium C=[Hf](C1=CC=CC=2C3=CC=CC=C3CC12)C1=C(C=CC=2C3=CC=C(C=C3CC12)C(C)(C)C)C(C)(C)C